5-(3-Methoxyphenyl)-N-(3-(2-(piperidin-1-yl)propyl)-1,2,4-thiadiazol-5-yl)-2-(trifluoro-methyl)furan-3-carboxamide COC=1C=C(C=CC1)C1=CC(=C(O1)C(F)(F)F)C(=O)NC1=NC(=NS1)CC(C)N1CCCCC1